tert-butyl 3-(2,6-difluoro-3-[[(3R)-3-fluoropyrrolidin-1-ylsulfonyl]amino]benzoyl)-5-(4,4,5,5-tetramethyl-1,3,2-dioxaborolan-2-yl)pyrrolo[2,3-b]pyridine-1-carboxylate FC1=C(C(=O)C2=CN(C3=NC=C(C=C32)B3OC(C(O3)(C)C)(C)C)C(=O)OC(C)(C)C)C(=CC=C1NS(=O)(=O)N1C[C@@H](CC1)F)F